2-((3-((2,6-dioxopiperidin-3-yl) amino) phenyl)-2-oxoethyl)-3,5-dimethylpiperazine-1-carboxylate O=C1NC(CCC1NC=1C=C(C=CC1)C(CC1N(CC(NC1C)C)C(=O)[O-])=O)=O